FC1=CC=CC2=C1N=C(O2)[C@H]2N(CCC1=C2N=CN1)C(CCC=1OC=CN1)=O (S)-1-(4-(4-fluorobenzo[d]oxazol-2-yl)-6,7-dihydro-1H-imidazo[4,5-c]pyridin-5(4H)-yl)-3-(oxazol-2-yl)propan-1-one